6-(6-(allyloxy)-2,3-dichlorophenyl)-6,7-dihydro-5H-pyrrolo[1,2-a]imidazole C(C=C)OC1=CC=C(C(=C1C1CC=2N(C=CN2)C1)Cl)Cl